C/C(/CC=O)=C\C\C=C(\CCC1=C(CCCC1(C)C)C)/C (3E,6E)-3,7-dimethyl-9-(2,6,6-trimethylcyclohex-1-en-1-yl)non-3,6-dienal